1,1-dibromo-4,4-diethyl-1,4-disilacyclohexane Br[Si]1(CC[Si](CC1)(CC)CC)Br